5-(methylaminosulfonyl)-2-[4-(trifluoromethyl)anilino]benzoic acid methyl ester COC(C1=C(C=CC(=C1)S(=O)(=O)NC)NC1=CC=C(C=C1)C(F)(F)F)=O